C(C)(C)(C)C1=NC(=C2N1CCN=C2)C=O tert-butyl-1-formyl-5,6-dihydroimidazo[1,5-a]pyrazine